FC1=C(COC=2C(=C(C=CC2OC)N2C(NC3=C(C2=O)C(=NN3)C(=O)[O-])=O)F)C(=CC=C1F)OC 5-(((2,3-difluoro-6-methoxybenzyl) oxy)-2-fluoro-4-methoxyphenyl)-4,6-dioxo-4,5,6,7-tetrahydro-1H-pyrazolo[3,4-d]pyrimidine-3-carboxylate